BrCC1(COC1)CBr 3,3-bis(bromomethyl)oxetane